(Z)-oct-5-en-1-yl 8-((6-((4,4-bis(((Z)-oct-5-en-1-yl)oxy)butanoyl)oxy)hexyl)(2-hydroxyethyl)amino)octanoate C(CCC\C=C/CC)OC(CCC(=O)OCCCCCCN(CCCCCCCC(=O)OCCCC\C=C/CC)CCO)OCCCC\C=C/CC